methyl 7-(1-(adamantan-1-ylmethyl)-5-methyl-1H-pyrazol-4-yl)-3-(6-(benzo[d]thiazol-2-ylamino)-5-(trifluoromethyl)pyridin-3-yl)imidazo[1,2-a]pyridine-8-carboxylate C12(CC3CC(CC(C1)C3)C2)CN2N=CC(=C2C)C2=C(C=3N(C=C2)C(=CN3)C=3C=NC(=C(C3)C(F)(F)F)NC=3SC2=C(N3)C=CC=C2)C(=O)OC